Cl.Cl.NCC1=CC(=C(C=C1)C=1N=C2SC3=C(N2C1)C=CC(=C3)C(=O)NCCCN3CCCCC3)Cl 2-(4-(aminomethyl)-2-chlorophenyl)-N-(3-(piperidin-1-yl)propyl)benzo[d]imidazo[2,1-b]thiazole-7-carboxamide dihydrochloride